O=C([C@@H](CC)NC(C([2H])([2H])[2H])=O)N1CCN(CC1)C1=CC(=CC=C1)OC(F)(F)F (R)-N-(1-oxo-1-(4-(3-(trifluoromethoxy)phenyl)piperazin-1-yl)butan-2-yl)acetamide-2,2,2-d3